4-(3-(6-(2-benzyloxyphenyl)pyrimidin-2-yl)phenyl)-2,6-diphenylpyrimidine C(C1=CC=CC=C1)OC1=C(C=CC=C1)C1=CC=NC(=N1)C=1C=C(C=CC1)C1=NC(=NC(=C1)C1=CC=CC=C1)C1=CC=CC=C1